OCCN(C1=C(C(=CC=C1)C)C)CCO N,N-bis(2-hydroxyethyl)xylidine